BrC1=NC(=CC(=C1)O)S(=O)(=O)CC 2-bromo-6-(ethanesulfonyl)pyridin-4-ol